OC=1C=CC2=C(SC(=C2C(=O)C2=CC=C(O[C@H]3CN(CC3)C(CC)=O)C=C2)C2=CC=C(C=C2)O)C1 (R)-1-(3-(4-(6-hydroxy-2-(4-hydroxyphenyl)benzo[b]thiophene-3-carbonyl)phenoxy)pyrrolidin-1-yl)propan-1-one